BrC(C(=O)NC1=NC=C(C=N1)OCC1CC1)C 2-bromo-N-(5-(cyclopropylmethoxy)pyrimidin-2-yl)propanamide